benzyl 12-((3R,4R,5R)-3,4-dihydroxy-5-(hydroxymethyl)piperidin-1-yl)-12-oxododecanoate O[C@@H]1CN(C[C@@H]([C@H]1O)CO)C(CCCCCCCCCCC(=O)OCC1=CC=CC=C1)=O